C(C)(=O)NC1(CCN(CC1)C(=O)OC(C)(C)C)C tert-butyl 4-acetamido-4-methylpiperidine-1-carboxylate